COC=1C=C(C=C(C1)OC)NC1=CC=C2N=CC(=NC2=C1)C=1C(=CC(=NC1)N1CCN(CC1)C(=O)C1(CN(C1)C(C=C)=O)F)C 1-(3-(4-(5-(7-((3,5-dimethoxyphenyl)amino)-quinoxalin-2-yl)-4-methylpyridin-2-yl)-piperazine-1-carbonyl)-3-fluoroazetidin-1-yl)prop-2-en-1-one